(6-(2,5-dioxo-2,5-dihydro-1H-pyrrol-1-yl)hexanoyl)glycyl-L-prolyl-L-alanyl-L-seryl-L-leucine O=C1N(C(C=C1)=O)CCCCCC(=O)NCC(=O)N1[C@@H](CCC1)C(=O)N[C@@H](C)C(=O)N[C@@H](CO)C(=O)N[C@@H](CC(C)C)C(=O)O